(2R,3R,11bR)-3-(2,2-dimethylpropyl)-10-methoxy-9-{[4-(trifluoro-methyl)cyclohexyl]oxy}-1H,2H,3H,4H,6H,7H,11bH-pyrido[2,1-a]isoquinolin-2-ol CC(C[C@H]1[C@@H](C[C@H]2N(CCC3=CC(=C(C=C23)OC)OC2CCC(CC2)C(F)(F)F)C1)O)(C)C